pyrido[2,3-d]pyrimidin-4-ol N1=CN=C(C2=C1N=CC=C2)O